methyl 3-(octadecyloxy)-5-(tridecyloxy)benzoate C(CCCCCCCCCCCCCCCCC)OC=1C=C(C(=O)OC)C=C(C1)OCCCCCCCCCCCCC